1-(3-fluoro-4-methylbenzyl)-8-(trifluoromethyl)-3,4-dihydro-1H-benzo[b]azepine-2,5-dione FC=1C=C(CN2C3=C(C(CCC2=O)=O)C=CC(=C3)C(F)(F)F)C=CC1C